N1C=NC2=C1C=CC(=C2)NC=2C1=C(N=CN2)C=CC(=N1)O[C@@H]1CN(CC1)C(C=C)=O (S)-1-(3-((4-((1H-benzo[d]imidazol-5-yl)amino)pyrido[3,2-d]pyrimidin-6-yl)oxy)pyrrolidin-1-yl)prop-2-en-1-one